C1(CC1)C1=NC(=C2N1C=CN(C2=O)CC(=O)N2CC(C2)(CF)F)C2=CC(=C(C=C2)Cl)Cl 3-cyclopropyl-1-(3,4-dichlorophenyl)-7-(2-(3-fluoro-3-(fluoromethyl)azetidin-1-yl)-2-oxoethyl)imidazo[1,5-a]pyrazin-8(7H)-one